CS(=O)(=O)C1=NC=C(C(=N1)C=1C=NN(C1)CC(F)(F)F)C(F)(F)F 2-methylsulfonyl-4-[1-(2,2,2-trifluoroethyl)pyrazol-4-yl]-5-(trifluoromethyl)-pyrimidine